monostearoyl glyceryl ether C(C(O)CO)OC(CCCCCCCCCCCCCCCCC)=O